N-(6-(3-acetyl-1H-pyrrol-1-yl)-1-(4-fluorophenyl)-1H-pyrazolo[3,4-d]pyrimidin-4-yl)-5-nitrothiophene-2-carboxamide C(C)(=O)C1=CN(C=C1)C1=NC(=C2C(=N1)N(N=C2)C2=CC=C(C=C2)F)NC(=O)C=2SC(=CC2)[N+](=O)[O-]